6-bromopyrimidin-4-amine BrC1=CC(=NC=N1)N